FC(=CC1=C(N=C2N1C=CC=C2N[C@H]2[C@H](CN(CC2)C)F)C2=NOC(=N2)CNC(=O)C2CC2)F N-((3-(3-(2,2-difluorovinyl)-8-(((3S,4R)-3-fluoro-1-methylpiperidin-4-yl)amino)imidazo[1,2-a]pyridin-2-yl)-1,2,4-oxadiazol-5-yl)methyl)cyclopropanecarboxamide